C1(CC1)NC(=O)C1=CC2=C(N=C(O2)C2=CC(=CC(=C2)Cl)Cl)C=C1 N-cyclopropyl-2-(3,5-dichlorophenyl)benzo[d]oxazole-6-carboxamide